N-(4-fluoro-5-(((2S,4R)-4-((6-methoxypyrimidin-4-yl)oxy)-2-methylpyrrolidin-1-yl)methyl-d)thiazol-2-yl)acetamide FC=1N=C(SC1C([2H])N1[C@H](C[C@H](C1)OC1=NC=NC(=C1)OC)C)NC(C)=O